CC1=NC2=CC=C(C=C2C(=C1)C=1C=CC=C2C=CC=NC12)CNC1CCOCC1 N-((2-methyl-[4,8'-biquinolin]-6-yl)methyl)tetrahydro-2H-pyran-4-amine